C(C)(=O)O[C@@]1([C@H](O[C@H]([C@@H]1OC(C)=O)N1C=CC2=C(C=CC=C12)Cl)COC(C1=CC=CC=C1)=O)C (2R,3R,4R,5R)-2-((benzoyloxy)methyl)-5-(4-chloro-1H-indol-1-yl)-3-methyltetrahydrofuran-3,4-diyl diacetate